methyl-tris(trifluoroacetoxy)silane tert-butyl-((3R,4R)-1-(5-amino-2-(bicyclo[2.2.2]octan-1-yl)-2H-indazol-4-yl)-4-methylpyrrolidin-3-yl)carbamate C(C)(C)(C)N(C(O)=O)[C@H]1CN(C[C@H]1C)C=1C2=CN(N=C2C=CC1N)C12CCC(CC1)CC2.C[Si](OC(C(F)(F)F)=O)(OC(C(F)(F)F)=O)OC(C(F)(F)F)=O